O1C(COCC1)C(OC1=CC=C(C=C1)C=1C=C(C(NC1C(F)(F)F)=O)C(=O)N)(F)F 5-(4-((1,4-dioxan-2-yl)difluoromethoxy)phenyl)-2-oxo-6-(trifluoromethyl)-1,2-dihydropyridine-3-carboxamide